FC(CO)(F)C1(CCC(CC1)NC(OC(C)(C)C)=O)O tert-butyl (4-(1,1-difluoro-2-hydroxyethyl)-4-hydroxycyclohexyl)carbamate